2-(5-(8-methoxy-[1,2,4]triazolo[1,5-a]pyridin-6-yl)-4-(2,2,2-trifluoroethyl)-1H-pyrazol-3-yl)-4-methyl-5-(1-(oxetan-3-yl)piperidin-4-yl)thiazole COC=1C=2N(C=C(C1)C1=C(C(=NN1)C=1SC(=C(N1)C)C1CCN(CC1)C1COC1)CC(F)(F)F)N=CN2